3-(trifluoromethyl)-8,9-dihydropyrido[3',2':4,5]pyrrolo[1,2-a]pyrazin FC(C1=CC=2C=C3N(CCN=C3)C2N=C1)(F)F